ClC1=C(C=C(C=C1)C1=CC=C(C=C1)O)CC1=CC=C(C=C1)O[C@H]1COCC1 (R)-4'-chloro-3'-{4-[(tetrahydrofuran-3-yl)oxy]benzyl}-(1,1'-biphenyl)-4-ol